ClC1=CC=2N(C=C1)C=C(N2)C=2N(C(NN2)=S)C2=NN(C=C2)C 5-(7-Chloroimidazo[1,2-a]pyridin-2-yl)-4-(1-methyl-1H-pyrazol-3-yl)-2,4-dihydro-3H-1,2,4-triazole-3-thione